C(C)(C)NCCCC[C@H](N)C(=O)O Nε-isopropyl-lysine